2,5-bis(hydroxymethyl)tetrahydrofurane OCC1OC(CC1)CO